methyl (1r,4r)-4-((5-(2,6-bis(benzyloxy)pyridin-3-yl)-1H-indazol-1-yl)methyl)cyclohexane-1-carboxylate C(C1=CC=CC=C1)OC1=NC(=CC=C1C=1C=C2C=NN(C2=CC1)CC1CCC(CC1)C(=O)OC)OCC1=CC=CC=C1